pyrrolidin-3-yl-4-methylbenzene-1-sulfonate N1CC(CC1)OS(=O)(=O)C1=CC=C(C=C1)C